tert-butyl (1-benzo[d][1,3]oxathiole-6-yl)propan-2-yl(methyl)carbamate O1CSC2=C1C=C(C=C2)CC(C)N(C(OC(C)(C)C)=O)C